ClC1=C(C=CC=C1)C(C)NC1=NC=C(C(=O)OC)C(=C1)F Methyl 6-((1-(2-chlorophenyl)ethyl)amino)-4-fluoronicotinate